C(C)C=1C(=C(C(=C(C(=O)[O-])C1)Cl)N(OC)C(=O)OC(C)(C)C)S(=O)(=O)C ethyl-[tert-butoxycarbonyl (methoxy) amino]-2-chloro-4-methylsulfonyl-benzoate